(1S,3R,4R)-3-fluoro-4-hydroxycyclohexane-1-carboxylic acid F[C@@H]1C[C@H](CC[C@H]1O)C(=O)O